(3E)-N-((1R,2R,4S)-7-cyano-7-azabicyclo[2.2.1]heptan-2-yl)-4-(2,5-dichlorophenyl)-N-methoxy-3-butenamide C(#N)N1[C@H]2[C@@H](C[C@@H]1CC2)N(C(C\C=C\C2=C(C=CC(=C2)Cl)Cl)=O)OC